C1(CCCCC1)CNC(=O)C1=CN(C2=C1C(N(C=C2C)C)=O)C N-(cyclohexylmethyl)-1,5,7-trimethyl-4-oxo-4,5-dihydro-1H-pyrrolo[3,2-c]pyridine-3-carboxamide